(R)-1-(6-(trifluoromethyl)-1H-indol-4-yl)ethan-1-amine hydrochloride Cl.FC(C1=CC(=C2C=CNC2=C1)[C@@H](C)N)(F)F